dibenzo[d,f][1,3,2]dioxaphosphepine-6-oxid C1=CC=CC=2OP(OC3=C(C21)C=CC=C3)=O